1-(4-chlorophenyl)-1H-imidazol-4-amine ClC1=CC=C(C=C1)N1C=NC(=C1)N